(2-fluoro-4-trifluoromethylphenyl)[2-(diethoxymethyl)phenyl]-methanone FC1=C(C=CC(=C1)C(F)(F)F)C(=O)C1=C(C=CC=C1)C(OCC)OCC